(S)-Methyl(1-(4-methyl-3-((1-(7-(prop-1-en-2-yl)quinolin-5-yl)cyclopropyl)carbamoyl)phenoxy)propan-2-yl)carbamate COC(N[C@H](COC1=CC(=C(C=C1)C)C(NC1(CC1)C1=C2C=CC=NC2=CC(=C1)C(=C)C)=O)C)=O